eicosyl-benzenesulfonic acid C(CCCCCCCCCCCCCCCCCCC)C1=C(C=CC=C1)S(=O)(=O)O